O[C@H]1[C@@H]2[C@H](N([C@H](C1)CC2)[C@H](C)C2=CC=CC=C2)C(=O)OCC ethyl (1S,3S,4S,5R)-5-hydroxy-2-[(1R)-1-phenylethyl]-2-azabicyclo[2.2.2]octane-3-carboxylate